FC1=C(C(=CC(=C1)F)F)SC methyl (2,4,6-trifluorophenyl) sulfide